5-(8-Methoxy-[1,2,4]triazolo[1,5-a]pyridin-6-yl)-1-(piperidin-4-yl)-1,3-dihydro-2H-benzo[d]imidazol-2-on COC=1C=2N(C=C(C1)C1=CC3=C(N(C(N3)=O)C3CCNCC3)C=C1)N=CN2